CC=1C=CC=C2C=CC=C(C12)N1CC2=C(CCC1)C(=NC=N2)N2C[C@@H](NCC2)CC#N 2-[(2S)-4-[8-(8-methyl-1-naphthyl)-5,6,7,9-tetrahydropyrimido[4,5-c]azepin-4-yl]piperazin-2-yl]acetonitrile